methyl 2-[[[[(4,6-dimethoxy-2-pyrimidinyl)amino]carbonyl]amino]sulfonyl]-4-[[(methylsulfonyl)amino]-methyl]benzoate COC1=NC(=NC(=C1)OC)NC(=O)NS(=O)(=O)C1=C(C(=O)OC)C=CC(=C1)CNS(=O)(=O)C